O[C@@H]1C[C@@H](CCC1)NC=1N=NC(=C2C1C=NC=C2)C2=C(C=C(C=C2)C(F)(F)F)O 2-[4-[[(1R,3S)-3-hydroxycyclohexyl]amino]pyrido[3,4-d]pyridazin-1-yl]-5-(trifluoromethyl)phenol